[1,1'-biphenyl]-2-yl-bis(3,4-dimethylphenyl)methanol (S)-tert-butyl-((S)-1-hydroxy-3-((S)-2-oxopyrrolidin-3-yl)propan-2-yl)carbamate C(C)(C)(C)N(C(=O)OC(C1=CC(=C(C=C1)C)C)(C1=CC(=C(C=C1)C)C)C1=C(C=CC=C1)C1=CC=CC=C1)[C@H](CO)C[C@H]1C(NCC1)=O